C(C)C1=NC2=CC=CC=C2C=C1 ethylquinolin